2-methylen-cyclohexanol C=C1C(CCCC1)O